FC(C(=O)[O-])(F)F.[NH3+]CC(=O)NCC(=O)N[C@@H](C(C)C)C(=O)N[C@@H](CCCNC(N)=O)C(=O)O N-(Azaniumylacetyl)glycyl-L-valyl-N5-carbamoyl-L-ornithine trifluoroacetate